NC1=CC=C2C=CC3=CC=CC4=CC=C1C2=C34 1-Amino-Pyrene